(S)-N-(2-cyclopropyl-oxazolo[4,5-b]pyridin-5-yl)-2-((S)-4,4-difluoro-3-(6-oxo-1,6-dihydropyridin-3-yl)piperidin-1-yl)propanamide C1(CC1)C=1OC=2C(=NC(=CC2)NC([C@H](C)N2C[C@@H](C(CC2)(F)F)C2=CNC(C=C2)=O)=O)N1